C(C1=CC=CC=C1)NC1=C2N=CN(C2=NC(=N1)C1=CC=C(C=C1)OC)[C@H]1[C@@H]([C@@H]([C@H](O1)C(=O)NC)O)O (2S,3S,4R,5R)-5-(6-(benzylamino)-2-(4-methoxyphenyl)-9H-purin-9-yl)-3,4-dihydroxyl-N-methyltetrahydrofuran-2-carboxamide